N[C@H]1C[C@H](CC1)C(=O)N1CCN(CC1)C(=O)C1=C(C=C(C=C1)NC=1C=2N(C=CN1)C(=CN2)C=2C(=NNC2)C(F)(F)F)Cl [4-[(1S,3R)-3-aminocyclopentanecarbonyl]piperazin-1-yl]-[2-chloro-4-[[3-[3-(trifluoromethyl)-1H-pyrazol-4-yl]imidazo[1,2-a]pyrazin-8-yl]amino]phenyl]methanone